C/C(=C\COP(=O)(O)OP(=O)(O)O)/CO 1-hydroxy-2-methyl-2-butenyl 4-diphosphate